(2R,4R)-N-[2-[(4,4-difluorocyclohexyl)amino]-1-(5-fluoro-3-pyridyl)-2-oxo-ethyl]-4-fluoro-N-[4-(pentafluoro-λ6-sulfanyl)phenyl]pyrrolidine-2-carboxamide FC1(CCC(CC1)NC(C(C=1C=NC=C(C1)F)N(C(=O)[C@@H]1NC[C@@H](C1)F)C1=CC=C(C=C1)S(F)(F)(F)(F)F)=O)F